2-(3,5-Dichloro-4-((1-(3,5-difluorophenyl)-6-oxo-1,6-dihydropyridin-3-yl)oxy)phenyl)-3,5-dioxo-2,3,4,5-tetrahydro-1,2,4-triazine-6-carbonitrile ClC=1C=C(C=C(C1OC1=CN(C(C=C1)=O)C1=CC(=CC(=C1)F)F)Cl)N1N=C(C(NC1=O)=O)C#N